(Diphenyltriazinyl)(Phenyldibenzothiophenyl)benzene C1(=CC=CC=C1)C1=C(C(=NN=N1)C1=C(C=CC=C1)C1=C(C=CC=2SC3=C(C21)C=CC=C3)C3=CC=CC=C3)C3=CC=CC=C3